S1C=C(C=C1)C(=O)NC=1C=C2C(=CNC2=CC1)C=1CCN(CC1)CC 5-(3-thienoyl)amino-3-(1-ethyl-1,2,3,6-tetrahydropyridin-4-yl)-1H-indole